8-((2,2-difluorocyclopentyl)oxy)-7-(1-(1-ethoxyethyl)-1H-pyrazol-4-yl)-N-((S)-1-fluoropropan-2-yl)-[1,2,4]triazolo[1,5-c]pyrimidin-2-amine FC1(C(CCC1)OC=1C=2N(C=NC1C=1C=NN(C1)C(C)OCC)N=C(N2)N[C@H](CF)C)F